[N+]1(CCC1)=C1C=CC=2C(=C1)[Si]1(CCCCC1)C1=C(C2C2=C(C(=O)[O-])C=C(C(=C2)C(=O)O)NCCCO)C=CC(=C1)N1CCC1 2-(3-(azetidin-1-ium-1-ylidene)-7-(azetidin-1-yl)-3H-spiro[dibenzo[b,e]siline-5,1'-silinan]-10-yl)-4-carboxy-5-((3-hydroxypropyl)amino)benzoate